6-(8-chloro-10-oxa-2,4,13-triazatricyclo[7.4.1.05,14]tetradeca-1,3,5(14),6,8-pentaen-7-yl)-N,N-bis[(4-methoxyphenyl)methyl]-4-methyl-5-(trifluoromethyl)pyridin-2-amine ClC=1C(=CC=2N=CN=C3NCCOC1C32)C3=C(C(=CC(=N3)N(CC3=CC=C(C=C3)OC)CC3=CC=C(C=C3)OC)C)C(F)(F)F